5-((E)-4-(pyridin-3-yl)but-3-enamido)-N-(2-amino-4-(trifluoromethyl)phenyl)pyridine-2-carboxamide N1=CC(=CC=C1)/C=C/CC(=O)NC=1C=CC(=NC1)C(=O)NC1=C(C=C(C=C1)C(F)(F)F)N